CC1=C(C=NC=C1)CC1=NC2=CC=CC=C2C(=N1)N ((4-methylpyridin-3-yl)methyl)quinazolin-4-amine